C12(CC3CC(CC(C1)C3)C2)C=2C=CC3=C(N=C(S3)N)C2N2C3=CC=CC=C3C=3C=CC=CC23 (adamantan-1-yl)-4-(9H-carbazol-9-yl)benzothiazol-2-amine